C1(CCCCC1)P(C1=C(C(=CC=C1OC)OC)C1=C(C=C(C=C1C(C)C)C(C)C)C(C)C)C1CCCCC1 2-dicyclohexylphosphino-3,6-dimethoxy-2',4',6'-triisopropylbiphenyl